(S)-tert-butyl 3-(4-(trifluoromethyl)thiazol-2-ylamino)pyrrolidine-1-carboxylate FC(C=1N=C(SC1)N[C@@H]1CN(CC1)C(=O)OC(C)(C)C)(F)F